[In].[Ag].[Li] lithium-silver-indium